5-bromo-2-(4-(methylsulfonyl)phenoxy)benzonitrile BrC=1C=CC(=C(C#N)C1)OC1=CC=C(C=C1)S(=O)(=O)C